3-(5-(2-(5,6,7,8-Tetrahydro-1,8-naphthyridin-2-yl)ethoxy)-1H-indazol-1-yl)octanoic acid N1=C(C=CC=2CCCNC12)CCOC=1C=C2C=NN(C2=CC1)C(CC(=O)O)CCCCC